5-(6-(benzyloxy)-3-(cyclopropylethynyl)-2-fluorophenyl)-1,2,5-thiadiazolidin-3-one 1,1-dioxide C(C1=CC=CC=C1)OC1=CC=C(C(=C1N1CC(NS1(=O)=O)=O)F)C#CC1CC1